1,3-dimethylphenylimidazole CC1(CC(=CC=C1)C)C=1NC=CN1